F[C@@H]1[C@H]2CC[C@@H](C[C@@H]1N(C1=CN=C(N=N1)C1=C(C=C3C(C=C(OC3=C1)C)=O)O)C)N2 7-(6-(((1R,2R,3S,5S)-2-fluoro-8-azabicyclo[3.2.1]oct-3-yl)(methyl)amino)-1,2,4-triazin-3-yl)-6-hydroxy-2-methyl-4H-chromen-4-one